NC(C)C1=CC(=C(C(=O)NC2CCCC2)C=C1)Cl 4-(1-aminoethyl)-2-chloro-N-cyclopentylbenzamide